6-(3-fluoro-2-hydroxyphenyl)imidazo[1,2-a]pyridine-3-carbaldehyde FC=1C(=C(C=CC1)C=1C=CC=2N(C1)C(=CN2)C=O)O